C(C)OCN1N=CC(=C1)C#N 1-(ethoxymethyl)pyrazole-4-carbonitrile